C(#N)C(C)(C)C1=CC(=NC=C1)C(=O)NC1=CC(=C(C=C1)F)C=1C=NC2=CC(=NC=C2C1)N(C)CC1=CC=C(C=C1)OC 4-(2-cyanopropan-2-yl)-N-(4-fluoro-3-(7-((4-methoxybenzyl)(methyl)amino)-1,6-naphthyridin-3-yl)phenyl)picolinamide